CS(=O)(=O)NCCNC(OC(C)(C)C)=O tert-Butyl (2-(methylsulfonamido)ethyl)carbamate